2-amino-6-morpholino-3H-phenol NC1C(=C(C=CC1)N1CCOCC1)O